2-(2-(1-(methoxymethoxy)ethyl)-4-nitrophenyl)-4,4,5,5-tetramethyl-1,3,2-dioxaborolane COCOC(C)C1=C(C=CC(=C1)[N+](=O)[O-])B1OC(C(O1)(C)C)(C)C